BrC=1SC=CC1NC(O[C@H](C)C1=C(C=CC=C1)Cl)=O (R)-1-(2-chlorophenyl)ethyl (2-bromothiophen-3-yl)carbamate